NC1=C2N=CN(C2=NC(=N1)F)[C@H]1C[C@@H]([C@@](O1)(C#C)CO[P@](=O)(OC1=CC=CC=C1)N[C@@H](C)C(=O)OC(CCCCCCCCCCC)CCCCCCCCCCC)O Tricosan-12-yl ((S)-(((2R,3S,5R)-5-(6-amino-2-fluoro-9H-purin-9-yl)-2-ethynyl-3-hydroxytetrahydrofuran-2-yl) methoxy)(phenoxy)phosphoryl)-L-alaninate